N-{4-[4-(5-chloro-2-methylphenyl)piperazinyl]-trans-2-buten-1-yl}-benzoAzolin-2-one-6-carboxamide ClC=1C=CC(=C(C1)N1CCN(CC1)C/C=C/CNC(=O)C1=CC2=C(CC(N2)=O)C=C1)C